2-(trans-4-((3-(2-Cyclopropyloxazol-4-yl)phenyl)((cis-4-(5-methoxy-6-methylpyridin-2-yl)cyclohexyl)methyl)carbamoyl)cyclohexyl)acetic acid C1(CC1)C=1OC=C(N1)C=1C=C(C=CC1)N(C(=O)[C@@H]1CC[C@H](CC1)CC(=O)O)C[C@@H]1CC[C@@H](CC1)C1=NC(=C(C=C1)OC)C